NC1=C(C=C(N=N1)C1=C(C=CC=C1)O)N1CC2CCC(C1)N2C2=NC=NC(=C2)C#CCN2CCCCCC2 2-[6-amino-5-[8-[6-[3-(azepan-1-yl)prop-1-ynyl]pyrimidin-4-yl]-3,8-diazabicyclo[3.2.1]octan-3-yl]pyridazin-3-yl]phenol